methyl (E)-5-((4-nitrophenyl)sulfonamido)pent-2-enoate [N+](=O)([O-])C1=CC=C(C=C1)S(=O)(=O)NCC/C=C/C(=O)OC